3-[3-[[1-[5-[(4,6-Difluoro-1H-indol-5-yl)oxy]-2-fluoro-phenyl]-5-(2-oxopyrrolidin-1-yl)pyrazol-3-yl]methyl]phenyl]propanoic acid FC1=C2C=CNC2=CC(=C1OC=1C=CC(=C(C1)N1N=C(C=C1N1C(CCC1)=O)CC=1C=C(C=CC1)CCC(=O)O)F)F